1-(4-(4-(4-amino-7-methyl-5-(4-((5-methylpyridin-2-yl)oxy)phenyl)-7H-pyrrolo[2,3-d]pyrimidin-6-yl)-1H-pyrazol-1-yl)piperidin-1-yl)prop-2-en-1-one NC=1C2=C(N=CN1)N(C(=C2C2=CC=C(C=C2)OC2=NC=C(C=C2)C)C=2C=NN(C2)C2CCN(CC2)C(C=C)=O)C